C(CCCCCCCCC)C(CN(CC(=O)O)C)CCCCCCCCCCCC N-(2-decyltetradecyl)-N-methylglycine